C(CCCCCCCCCCCCCCCC)(=O)OCCCCCCCCCCCCCCCCCCCCCCCCCCCCCC melissyl heptadecanoate